C1(=CC=CC=C1)[C@H]1CC[C@H](CC1)OC[C@@H]1N(CC[C@@H]1NS(=O)(=O)C)C=1N=CSC1 N-((2R,3S)-2-((((CIS)-4-phenylcyclohexyl)oxy)methyl)-1-(thiazol-4-yl)pyrrolidin-3-yl)methanesulfonamide